F[C@@](C)(C1CCN(CC1)C)C1=NC2=CC(=NC=C2C=C1)NC1=C(C=C(C=C1)N1N=CC=C1)F 2-[(1S)-1-fluoro-1-(1-methylpiperidin-4-yl)ethyl]-N-[2-fluoro-4-(pyrazol-1-yl)phenyl]-1,6-naphthyridin-7-amine